10-[4-(4-cyanophenyl)phenoxy]decyl 2,5-bis[[4-[2-[4-(6-hydroxyhexoxy)phenyl]ethynyl]benzoyl]oxy]benzoate OCCCCCCOC1=CC=C(C=C1)C#CC1=CC=C(C(=O)OC2=C(C(=O)OCCCCCCCCCCOC3=CC=C(C=C3)C3=CC=C(C=C3)C#N)C=C(C=C2)OC(C2=CC=C(C=C2)C#CC2=CC=C(C=C2)OCCCCCCO)=O)C=C1